C[SiH](C)[Zr](C1C(=CC2=CC(=CC=C12)C1=CC=CC=C1)CC)C1C(=CC2=CC(=CC=C12)C1=CC=CC=C1)CC dimethylsilyl-bis(2-ethyl-5-phenylindenyl)zirconium